NC1=CC=C(C=N1)N1CC(C1)O 1-(6-Aminopyridin-3-yl)azetidin-3-ol